C(\C=C\C(=O)OC(C)CC)(=O)OC(C)CC disec-butyl fumarate